COCOC1=CC=C(CCN2C=NC3=C2C=CC=C3)C=C1 1-(4-(Methoxymethoxy)phenethyl)-1H-benzo[d]imidazole